(3R)-3-{[10-cyclopropyl-2-(4-methoxyphenyl)[1,2,4]triazolo[1,5-c]quinazolin-5-yl]amino}azepan-2-one Tert-butyl-4-bromo-3,5-dimethoxybenzoate C(C)(C)(C)OC(C1=CC(=C(C(=C1)OC)Br)OC)=O.C1(CC1)C=1C=2C=3N(C(=NC2C=CC1)N[C@H]1C(NCCCC1)=O)N=C(N3)C3=CC=C(C=C3)OC